(R)-1-(3-Bromopyridin-2-yl)pent-4-en-1-amine BrC=1C(=NC=CC1)[C@@H](CCC=C)N